FC(C1=CC=C(C=C1)N1CC2=CC=CC=C2CC1)(F)F 2-(4-trifluoromethylphenyl)-1,2,3,4-tetrahydroisoquinoline